1-Butyl 5-(5-((4-((4-(acetamidomethyl)piperidin-1-yl)methyl)-6-(3,5-dichlorophenyl)pyridin-2-yl)oxy)pyridin-2-yl)-2,5-diazabicyclo[2.2.1]heptane-2-carboxylate C(C)(=O)NCC1CCN(CC1)CC1=CC(=NC(=C1)C1=CC(=CC(=C1)Cl)Cl)OC=1C=CC(=NC1)N1C2CN(C(C1)C2)C(=O)OCCCC